rac-(1S,2S)-2-(3-chlorophenyl)-N-(5-((2-(4-methyl-1H-pyrazol-1-yl)pyridin-4-yl)methoxy)pyridazin-3-yl)cyclopropane-1-carboxamide ClC=1C=C(C=CC1)[C@@H]1[C@H](C1)C(=O)NC=1N=NC=C(C1)OCC1=CC(=NC=C1)N1N=CC(=C1)C |r|